N-[(2-cyanoethyl)thio]phthalimide C(#N)CCSN1C(C=2C(C1=O)=CC=CC2)=O